[As](=[Se])(=[Se])[Se][As](=[Se])=[Se] Arsenic pentaselenide